(R)-3-(5-((R)-1-benzyl-azepan-4-yl)-1-oxo-isoindolin-2-yl)piperidine-2,6-dione C(C1=CC=CC=C1)N1CC[C@@H](CCC1)C=1C=C2CN(C(C2=CC1)=O)[C@H]1C(NC(CC1)=O)=O